7-(4-bromo-2-methylphenyl)-3H,5H,6H,7H,8H-[1,2,3]triazolo-[4,5-f]-[1,4]oxazepin-8-one BrC1=CC(=C(C=C1)N1CCOC2=C(C1=O)N=NN2)C